Cl.C(C)(C)(C)OC([C@H]1NCCC1)=O L-proline-tert-butyl ester hydrogen chloride salt